tert-butyl (1-methyl-1H-benzo[d][1,2,3]triazol-5-yl)carbamate CN1N=NC2=C1C=CC(=C2)NC(OC(C)(C)C)=O